2-amino-4-oxo-hept-5-enoic acid methyl ester COC(C(CC(C=CC)=O)N)=O